4-((4-(5-methoxy-2-(1-methyl-1H-pyrazol-4-yl)-4-nitrophenyl)piperazin-1-yl)methyl)piperidine-1-carboxylic acid tert-butyl ester C(C)(C)(C)OC(=O)N1CCC(CC1)CN1CCN(CC1)C1=C(C=C(C(=C1)OC)[N+](=O)[O-])C=1C=NN(C1)C